2-cyclopropyl-9-[4-(difluoromethoxy)phenyl]-7-(2-methyl-2H-indazol-5-yl)-8H-pyrimido[1,2-b]pyridazin-8-one adipate salt C(CCCCC(=O)O)(=O)O.C1(CC1)C1=NC=2N(N=C(C(C2C2=CC=C(C=C2)OC(F)F)=O)C2=CC3=CN(N=C3C=C2)C)C=C1